C1(CCCCC1)NCCCC Cyclohexylaminobutan